C(#N)C=1C=CC(=NC1C(F)(F)F)[C@H](NC(=O)N1[C@@H](C(NCC1)=O)C)C1=CC(=C(C=C1)OC(F)(F)F)F (2R)-N-((R)-(5-cyano-6-(trifluoromethyl)pyridin-2-yl)(3-fluoro-4-(trifluoromethoxy)-phenyl)methyl)-2-methyl-3-oxopiperazine-1-carboxamide